NC=1N=CC(=NC1)C=1N=C(C(=NC1)NC(=O)C=1C(=NOC1C)C1=CC=CC=C1)OC [5-(5-aminopyrazin-2-yl)-3-methoxy-pyrazin-2-yl]-5-methyl-3-phenyl-isoxazole-4-carboxamide